Phosphonite P([O-])[O-]